C(C#CC)OC=1C(=CC(=C(N)C1)F)Cl 5-(but-2-yn-1-yloxy)-4-chloro-2-fluoroaniline